(R)-2-(4-(5-((6-(1-(2-fluoroethyl)-1H-pyrazol-4-yl)pyridin-3-yl)ethynyl)pyrimidin-2-yl)-2-(methoxymethyl)piperazin-1-yl)-1,3,5-triazine FCCN1N=CC(=C1)C1=CC=C(C=N1)C#CC=1C=NC(=NC1)N1C[C@@H](N(CC1)C1=NC=NC=N1)COC